C(C)OC1=CC(=NC=N1)O[C@@H]1C[C@@H](N(C1)CC1=CN=C(S1)NC(C)=O)C N-(5-(((2S,4R)-4-((6-ethoxypyrimidin-4-yl)oxy)-2-methylpyrrolidin-1-yl)methyl)thiazol-2-yl)acetamide